N-(3,5-dichloro-4-(2,6-dioxopiperidin-3-yl)benzyl)-2-(1,1-dioxido-2,3-dihydrobenzo[d]isothiazol-6-yl)-2-methylpropanamide ClC=1C=C(CNC(C(C)(C)C2=CC3=C(CNS3(=O)=O)C=C2)=O)C=C(C1C1C(NC(CC1)=O)=O)Cl